OC1=C(C(NC2=C(C=C(C=C12)OC)OC1=C(C=C(C=C1)O)OC)=O)CCCCC 4-hydroxy-8-(4-hydroxy-2-methoxyphenoxy)-6-methoxy-3-pentylquinolin-2(1H)-one